3-(5-(methyl-d3)furan-2-yl)-6-(3-nitrophenyl)-[1,2,4]triazolo[4,3-b]pyridazine C(C1=CC=C(O1)C1=NN=C2N1N=C(C=C2)C2=CC(=CC=C2)[N+](=O)[O-])([2H])([2H])[2H]